ClC1=C(C=C(C=C1)C1CCN(CC1)CC=1C=C(C=CC1C(F)(F)F)N1CCN(CCC1)C)C 1-(3-((4-(4-chloro-3-methylphenyl)piperidin-1-yl)methyl)-4-(trifluoromethyl)phenyl)-4-methyl-1,4-diazepan